4-oxopentanoic acid neopentyl ester C(C(C)(C)C)OC(CCC(C)=O)=O